methyltri[(1-methylvinyl)oxy]silane C[Si](OC(=C)C)(OC(=C)C)OC(=C)C